4-cyano-3-fluoro-4-hydroxy-piperidine-1-carboxylic acid tert-butyl ester C(C)(C)(C)OC(=O)N1CC(C(CC1)(O)C#N)F